N-{4-[(9-phenyl)-9H-fluoren-9-yl]phenyl}-9,9-dimethyl-9H-fluoren-2-amine C1(=CC=CC=C1)C1(C2=CC=CC=C2C=2C=CC=CC12)C1=CC=C(C=C1)NC1=CC=2C(C3=CC=CC=C3C2C=C1)(C)C